2-(5-chloro-2-methoxypyridin-4-yl)-1-((S)-7'-methyl-6'-(pyrimidin-2-yl)-3',4'-dihydro-1'h-spiro[pyrrolidine-3,2'-[1,8]naphthyridin]-1-yl)propan-1-one ClC=1C(=CC(=NC1)OC)C(C(=O)N1C[C@@]2(NC3=NC(=C(C=C3CC2)C2=NC=CC=N2)C)CC1)C